6-(4-(1H-tetrazol-5-yl)phenyl)-7-((5-cyclopropyl-7-methyl-1H-indol-4-yl)methyl)-2,2-difluoro-7-azaspiro[3.5]nonane N1N=NN=C1C1=CC=C(C=C1)C1CC2(CC(C2)(F)F)CCN1CC1=C2C=CNC2=C(C=C1C1CC1)C